8-oxo-N-[3-(trifluoromethyl)phenyl]nonanamide O=C(CCCCCCC(=O)NC1=CC(=CC=C1)C(F)(F)F)C